O1CCN(CC1)CCCCC1OC(C(O1)C(=O)OCCCCCCCCCCCCCCC)C(=O)OCCCCCCCCCCCCCCC dipentadecyl 2-(4-morpholinobutyl)-1,3-dioxolane-4,5-dicarboxylate